ClC=1C=C(C(=NC1)OC1=C(C2=C(N(C(=N2)C(=O)NC2(CCS(CC2)(=O)=O)C)C)C=C1)F)OCC(F)(F)F 5-((5-chloro-3-(2,2,2-trifluoroethoxy)pyridin-2-yl)oxy)-4-fluoro-1-methyl-N-(4-methyl-1,1-dioxidotetrahydro-2H-thiopyran-4-yl)-1H-benzo[d]imidazole-2-carboxamide